[Sb].[Mg].[Si] silicon-magnesium-antimony